C(C1=CC=CC=C1)ON1[C@@H]2CC[C@H](N(C1=O)C2)C(=O)NNC(=O)OC(C)(C)C tert-Butyl 2-{[(2S,5R)-6-benzyloxy-7-oxo-1,6-diazabicyclo[3.2.1]oct-2-yl]carbonyl}hydrazinecarboxylate